FC(S(=O)(=O)OC1=CCN([C@H]2C[C@H]12)C(=O)OC(C)(C)C)(F)F tert-butyl (1S,6S)-5-(((trifluoromethyl)sulfonyl)oxy)-2-azabicyclo[4.1.0]hept-4-ene-2-carboxylate